OC1=C(C=CC=C1)CC(=O)[O-] (R)-2-hydroxyphenylacetate